[3-(tert-butoxycarbonylamino)-1-oxaspiro[4.5]decan-8-yl] methanesulfonate CS(=O)(=O)OC1CCC2(CC(CO2)NC(=O)OC(C)(C)C)CC1